FC1=C(C=CC(=C1)B1OC(C(O1)(C)C)(C)C)CNC(OC(C)(C)C)=O tert-butyl N-[[2-fluoro-4-(4,4,5,5-tetramethyl-1,3,2-dioxaborolan-2-yl)phenyl]methyl]carbamate